SCC(C)O[Si](OCC)(OCC)OCC mercaptomethyl-tetraethoxysilane